C[S@](=O)(=N)C1=CC=C(C=C1)C1=NN2C(=NC=3C=CC=CC3C2=N1)NC=1C(N=CC=CC1)=O (3R,R)-3-({2-[4-(S-methylsulfonimidoyl)phenyl][1,2,4]triazolo[1,5-c]quinazolin-5-yl}amino)azepin-2-one